C1(CC1)C1=NC(=C2N1CCN(C2)C(=O)NC)C=2C=CC=C1C=C(N=CC21)C=2C(=NN(C2)C)C 3-cyclopropyl-1-(3-(1,3-dimethyl-1H-pyrazol-4-yl)isoquinolin-8-yl)-N-methyl-5,6-dihydroimidazo[1,5-a]pyrazine-7(8H)-carboxamide